COC1=CC=C(OCCCN2N=NC=C2)C=C1 1-(3-(4-methoxyphenoxy)propyl)-1H-1,2,3-triazole